OC1=C(C(=O)NNC2=CC=CC=C2)C=C(C=C1)C=1OC(=CC1)\C=C/1\C(C2=C(S1)C=CC=C2)=O (Z)-2-Hydroxy-5-(5-((3-oxobenzo[b]thiophen-2(3H)-ylidene)methyl)furan-2-yl)-N'-phenylbenzohydrazide